BrC=1C=2N(C3=CC=CC=C3C1)C(=C(C2C(=O)OC)C(=O)OC)C(C2=CC=C(C=C2)OC)=O Dimethyl 4-bromo-1-(4-methoxybenzoyl)pyrrolo[1,2-a]quinoline-2,3-dicarboxylate